N-((5-(5-(difluoromethyl)-1,3,4-oxadiazol-2-yl)pyridin-2-yl)methyl)-4-fluoro-N-(3-fluorophenyl)piperidine-4-carboxamide 2,2,2-trifluoroacetate FC(C(=O)O)(F)F.FC(C1=NN=C(O1)C=1C=CC(=NC1)CN(C(=O)C1(CCNCC1)F)C1=CC(=CC=C1)F)F